ClC=1C=NC(=NC1)C12CCN(CC2C1)C1C(CC1)[C@@H](O)NC=1C2=C(N=CN1)CCS2=O (R)-2-(6-(5-chloropyrimidin-2-yl)-3-azabicyclo[4.1.0]heptan-3-yl)-5-oxo-(6,7-dihydrothieno[3,2-d]pyrimidin-4-yl)aminocyclobutyl-methanol